Tert-butyl (Z)-(4-(4-bromo-6-(trifluoromethyl)-1H-benzo[d][1,2,3]triazol-1-yl)-3-fluorobut-2-en-1-yl)carbamate BrC1=CC(=CC=2N(N=NC21)C/C(=C/CNC(OC(C)(C)C)=O)/F)C(F)(F)F